CN1N=C(C=C(C1=O)N1CCOCC1)C1=NN(C2=CC=C(C=C12)SC)C1OCCCC1 2-methyl-6-(5-(methylsulfanyl)-1-(tetrahydro-2H-pyran-2-yl)-1H-indazol-3-yl)-4-(N-morpholinyl)pyridazin-3(2H)-one